C(C1=CC(=C(C(=C1)CO)O)CO)C1=CC(=C(C(=C1)CO)O)CO 4,4'-methylenebis[2,6-bis(hydroxymethyl)phenol]